5-(benzyloxymethyl)-7-bromo-4-chloro-pyrrolo[3,2-d]pyrimidine C(C1=CC=CC=C1)OCN1C=C(C=2N=CN=C(C21)Cl)Br